7-methyl-2-(pyridin-2-yl)-N-(3,4,5-trifluorophenyl)-2,3,3a,4,10,10a-hexahydro-1H,7H-dipyrrolo[3,4-b:3',4'-f][1,4,5]oxathiazocine-8-carboxamide 5,5-dioxide CN1C(=C2OCC3C(NS(C2=C1)(=O)=O)CN(C3)C3=NC=CC=C3)C(=O)NC3=CC(=C(C(=C3)F)F)F